FC(C(C)(C)O)(F)C=1C(=C(C=CC1)[C@@H](C)NC1=NC(=NC2=CC3=C(C=C12)N(C(C(N3C)C)=O)C)C)F 4-(((R)-1-(3-(1,1-difluoro-2-hydroxy-2-methylpropyl)-2-fluorophenyl)ethyl)amino)-2,6,8,9-tetramethyl-8,9-dihydropyrazino[2,3-g]quinazolin-7(6H)-one